N-([2,2'-bipyridin]-5-yl)-1-methyl-1H-imidazole-2-carboxamide N1=C(C=CC(=C1)NC(=O)C=1N(C=CN1)C)C1=NC=CC=C1